COC(=O)C1N(CCNC1)C(=O)OC(C)(C)C Piperazine-1,2-dicarboxylic acid 1-tert-butyl ester 2-methyl ester